CC1N(CCOC1)C1=CC(NC(=C1)N1C(CN(CC1)S(=O)(=O)N1CCOCC1)C(F)(F)F)=O 4-(3-methylmorpholin-4-yl)-6-[4-(morpholino)sulfonyl-2-(trifluoromethyl)piperazin-1-yl]-1H-pyridin-2-one